4-(2-((4-ethoxy-4-oxobutyl)amino)-4-(trifluoromethyl)benzyl)piperazine-1-carboxylic acid 1,1,1,3,3,3-hexafluoropropan-2-yl ester FC(C(C(F)(F)F)OC(=O)N1CCN(CC1)CC1=C(C=C(C=C1)C(F)(F)F)NCCCC(=O)OCC)(F)F